N'-(6-fluorochroman-4-ylidene)-4-toluenesulfonyl-hydrazine FC=1C=C2C(CCOC2=CC1)=NNS(=O)(=O)C1=CC=C(C)C=C1